6-(2-{[(1r,3s,5s)-1,5-dimethyl-8-azabicyclo[3.2.1]oct-3-yl](methyl)amino}[1,3]thiazolo[4,5-c]pyridin-6-yl)-2-methyl-1,3-benzoxazole-4-carbonitrile trifluoroacetate FC(C(=O)O)(F)F.C[C@]12CC(C[C@](CC1)(N2)C)N(C=2SC1=C(C=NC(=C1)C=1C=C3C(N=C(O3)C)=C(C1)C#N)N2)C